C(C)(C)(C)OC(=O)N1CCN(CC1)C=1C=C2C=CN(C(C2=CC1)=O)C1C(NC(CC1)=O)=O 4-[2-(2,6-dioxo-3-piperidyl)-1-oxo-6-isoquinolinyl]piperazine-1-carboxylic acid tert-butyl ester